ethyl (1,1,2,2-tetrafluoroethyl) ether FC(C(F)F)(F)OCC